4-(5-(2,8-diazaspiro[4.5]decan-2-yl)-1,3,4-thiadiazol-2-yl)-2-chloro-N,N-dimethylbenzamide hydrochloride Cl.C1N(CCC12CCNCC2)C2=NN=C(S2)C2=CC(=C(C(=O)N(C)C)C=C2)Cl